(1S,3R)-3-(3,3-dimethylureido)-N-(4-(4-fluoro-1-(1,1,1-trifluoropropan-2-yl)-1H-benzo[d]imidazol-6-yl)-5-methylpyridin-2-yl)cyclohexane-1-carboxamide CN(C(N[C@H]1C[C@H](CCC1)C(=O)NC1=NC=C(C(=C1)C=1C=C(C2=C(N(C=N2)C(C(F)(F)F)C)C1)F)C)=O)C